BrC=1C(=CC2=C(OCO2)C1)O 6-bromo-2H-1,3-benzodioxol-5-ol